5-bromo-N-[4-(4-ethylpiperazin-1-yl)-3-fluorophenyl]thieno[2,3-b]pyridine-2-carboxamide BrC=1C=C2C(=NC1)SC(=C2)C(=O)NC2=CC(=C(C=C2)N2CCN(CC2)CC)F